8-(4-(4-((2-(2,6-dioxopiperidin-3-yl)-1,3-dioxoisoindolin-5-yl)aminoacetyl)piperazin-1-yl)piperidin-1-yl)-9-ethyl-6,6-dimethyl-11-oxo-6,11-dihydro-5H-benzo[b]carbazole-3-carbonitrile O=C1NC(CCC1N1C(C2=CC=C(C=C2C1=O)NCC(=O)N1CCN(CC1)C1CCN(CC1)C=1C(=CC2=C(C(C=3NC4=CC(=CC=C4C3C2=O)C#N)(C)C)C1)CC)=O)=O